ClC1=NC=C(C(=N1)C=1C=C(C=CC1)C)C(F)(F)F 2-chloro-4-m-tolyl-5-(trifluoromethyl)pyrimidine